4-(bromomethyl)-2-methoxy-6-propoxypyridine BrCC1=CC(=NC(=C1)OCCC)OC